COC=1C=C(CN(C=2SC=C(N2)CN2CCN(CC2)C)CC2=CC(=CC=C2)OC)C=CC1 N,N-bis(3-methoxybenzyl)-4-((4-methylpiperazin-1-yl)methyl)thiazol-2-amine